C(C)(C)(C)OC1CCN(CC1)CC1=CC=C(CNC2=C3C(N(C(C3=CC=C2)=O)C2C(NC(CC2)=O)=O)=O)C=C1 4-(4-((4-tert-butoxypiperidin-1-yl)methyl)benzylamino)-2-(2,6-dioxopiperidin-3-yl)isoindoline-1,3-dione